1-((2S,5R)-5-((5-chloro-2-((1-methyl-1H-pyrazole-4-yl)amino)-7H-pyrrolo[2,3-d]pyrimidin-4-yl)amino)-2-methylpiperidin-1-yl)prop-2-en-1-one ClC1=CNC=2N=C(N=C(C21)N[C@@H]2CC[C@@H](N(C2)C(C=C)=O)C)NC=2C=NN(C2)C